N-[(2-Amino-3-pyridyl)sulfonyl]-6-(2,6-dimethoxyphenyl)-2-[(4S)-2,2,4-trimethylpyrrolidin-1-yl]pyridin-3-carboxamid NC1=NC=CC=C1S(=O)(=O)NC(=O)C=1C(=NC(=CC1)C1=C(C=CC=C1OC)OC)N1C(C[C@@H](C1)C)(C)C